tert-Butyl 2-(5-bromo-3-(methylcarbamoyl)-1H-indazol-1-yl)acetate BrC=1C=C2C(=NN(C2=CC1)CC(=O)OC(C)(C)C)C(NC)=O